FC(C=1C=C(C=CC1)[C@@H](C)NC=1C2=C(N=C(N1)C)C=NC(=C2)N2C[C@H](CC2)NC(C)=O)F N-{(3S)-1-[4-({(1R)-1-[3-(difluoromethyl)phenyl]ethyl}amino)-2-methylpyrido[3,4-d]pyrimidin-6-yl]pyrrolidin-3-yl}acetamide